cis-Aminodichloro(cyclohexylamine) NC1(CCCCC1)N(Cl)Cl